(3S*,4R*)-4-(6-fluoro-2,3-dihydrobenzofuran-5-yl)-2-oxopyrrolidine-3-carboxylic acid FC1=CC2=C(CCO2)C=C1[C@H]1[C@@H](C(NC1)=O)C(=O)O |o1:10,11|